ClC=1C(=NC(=NC1)NC1CCOCC1)C1=CC=C2CN(C(C2=C1)=O)[C@@H](C(=O)N[C@H]([C@H](C)O)C1=CC=CC=C1)CO (2R)-2-(6-{5-chloro-2-[(oxan-4-yl)amino]pyrimidin-4-yl}-1-oxo-2,3-dihydro-1H-isoindol-2-yl)-3-hydroxy-N-[(1S,2S)-2-hydroxy-1-phenylpropyl]-propanamide